(2S,3S)-2-(3-((S)-3-amino-1-(5-((1R,2S)-1-amino-2-hydroxypropyl)-4H-1,2,4-triazol-3-yl)-3-oxopropyl)ureido)-3-hydroxybutyric acid NC(C[C@@H](C1=NN=C(N1)[C@H]([C@H](C)O)N)NC(N[C@H](C(=O)O)[C@H](C)O)=O)=O